NC=1C=NN(C1C#N)CC 4-amino-1-ethyl-1H-pyrazole-5-carbonitrile